(1-(2-(5-Chloro-1H-indol-3-yl)ethyl)-7-ethoxy-6-methoxy-3,4-dihydroisoquinolin-2(1H)-yl)(morpholinyl)methanone ClC=1C=C2C(=CNC2=CC1)CCC1N(CCC2=CC(=C(C=C12)OCC)OC)C(=O)N1CCOCC1